FC(C1=CC=CC(=N1)SCCC(C#N)C#N)(F)F [2-[[6-(trifluoromethyl)-2-pyridinyl]sulfanyl]ethyl]malononitrile